(2-((2-oxo-2-phenyl-1λ2-ethyl)amino)acetamido)isophthalic acid O=C([C]NCC(=O)NC1=C(C(=O)O)C=CC=C1C(=O)O)C1=CC=CC=C1